(R)-5-(2-(5-fluoropyridin-3-yl)pyrrolidin-1-yl)-N-(1-methylcyclopropyl)pyrazolo[1,5-a]pyrimidine-3-carboxamide FC=1C=C(C=NC1)[C@@H]1N(CCC1)C1=NC=2N(C=C1)N=CC2C(=O)NC2(CC2)C